5-chloro-2-isopropylpyridazin-3(2H)-one ClC1=CC(N(N=C1)C(C)C)=O